CN(CCCN(C(CCCCCCC(=O)OCCCCCCCCC)=O)CCC(=O)OCCC=1N=NN(C1)CCCCCCCCC)C nonyl 8-((3-(dimethylamino)propyl)(3-(2-(1-nonyl-1H-1,2,3-triazol-4-yl)ethoxy)-3-oxopropyl)amino)-8-oxooctanoate